t-Butyl (S)-4-benzyl-4-(((1-methoxy-4-methyl-1-oxopentan-2-yl)carbamoyl)oxy)piperidine-1-carboxylate C(C1=CC=CC=C1)C1(CCN(CC1)C(=O)OC(C)(C)C)OC(N[C@H](C(=O)OC)CC(C)C)=O